6-((2-methoxy-4-((4-morpholinopiperidin-1-yl)sulfonyl)phenyl)amino)-4-(methylamino)-1H-pyrrolo[2,3-b]pyridine-3-carbonitrile COC1=C(C=CC(=C1)S(=O)(=O)N1CCC(CC1)N1CCOCC1)NC1=CC(=C2C(=N1)NC=C2C#N)NC